C1(CC1)N1C[C@]2(C[C@H]2C1)C1=CC=C(C=C1)B1OC(C(O1)(C)C)(C)C (1S,5R)-3-cyclopropyl-1-(4-(4,4,5,5-tetramethyl-1,3,2-dioxaborolan-2-yl)phenyl)-3-azabicyclo[3.1.0]hexane